CN1C(=NC2=C1C=C(C(=C2)C2=CC=CN1C(=CC=C21)C(=O)C2=CC(=C(C(=C2)F)NC(\C=C\CNC21CCC(CC2)(CC1)F)=O)F)C(F)(F)F)C (E)-N-(4-(8-(1,2-dimethyl-6-(trifluoromethyl)-1H-benzo[d]imidazol-5-yl)indolizine-3-carbonyl)-2,6-difluorophenyl)-4-((4-fluorobicyclo[2.2.2]octan-1-yl)amino)but-2-enamide